CN1C(C2=C(C=C1)C(=CN2)S(=O)(=O)Cl)=O 6-methyl-7-oxo-6,7-dihydro-1H-pyrrolo[2,3-c]pyridine-3-sulfonyl chloride